FC(OC1=CC=C(C=C1)C1=NN(C(=C1)O)C1=NC(=C(N=C1C)C)C)(F)F (4-(trifluoromethoxy)phenyl)-1-(3,5,6-trimethylpyrazin-2-yl)-1H-pyrazol-5-ol